tert-butyl 2-[5-[(3R)-3-(tert-butoxycarbonylamino) piperidine-1-carbonyl]-7-methoxy-1-methyl-benzimidazol-2-yl]-1,9-diazatricyclo[6.3.1.04,12]dodeca-2,4(12),5,7-tetraene-9-carboxylate C(C)(C)(C)OC(=O)N[C@H]1CN(CCC1)C(=O)C1=CC2=C(N(C(=N2)C=2N3CCN(C4=CC=CC(C2)=C34)C(=O)OC(C)(C)C)C)C(=C1)OC